(1S,5R)-3-benzyl-5-(trifluoromethyl)-3-azabicyclo[3.1.0]hexane-1-carboxylic acid methyl ester COC(=O)[C@@]12CN(C[C@]2(C1)C(F)(F)F)CC1=CC=CC=C1